F[C@@H]1[C@H](CN(C1)C=1C=NC=CC1)N (3s,4s)-4-fluoro-1-(pyridin-3-yl)pyrrolidin-3-amine